CC1=CC=C(C=C1)S(=O)(=O)ON=C1C(=CC(C(=C1)C)=O)C(C)C [(5-methyl-4-oxo-2-propan-2-ylcyclohexa-2,5-dien-1-ylidene)amino] 4-methylbenzenesulfonate